C(N)(=O)C[C@@H](CC(=O)O)CC(C)C (S)-(-)-3-(carbamoylmethyl)-5-methylhexanoic acid